isopropoxyethyl-titanium C(C)(C)OCC[Ti]